3-((2-chloro-4-methylphenoxy)methyl)benzoic acid ClC1=C(OCC=2C=C(C(=O)O)C=CC2)C=CC(=C1)C